C(C)N(CC)CC.P(=S)(SC1=C(C(=C(C(=C1F)F)F)F)F)(SC1=C(C(=C(C(=C1F)F)F)F)F)S Bis(perfluorophenyl) hydrogen phosphorotetrathioate triethylamine salt